OCCNC(=O)C1=CNC2=C1N=CN=C2NCC2=CC=C(C=C2)B(O)O 4-[([7-[(2-hydroxyethyl)carbamoyl]-5H-pyrrolo[3,2-d]-pyrimidin-4-yl]amino)methyl]phenylboronic acid